8-chloro-4-hydroxy-1-methyl-2-oxo-1,7-naphthyridine-3-carbonitrile ClC=1N=CC=C2C(=C(C(N(C12)C)=O)C#N)O